ClC=1C=C(C=CC1F)NC(N(C(C)C1=CNC(C2=CC=CC=C12)=O)CCC#N)=O 3-(3-Chloro-4-fluorophenyl)-1-(2-cyanoethyl)-1-(1-(1-oxo-1,2-dihydroisoquinolin-4-yl)ethyl)urea